FCCCCCN1N=C(C2=CC=CC=C12)C(=O)NC(C)(C)C1=CC(=CC=C1)NC(NC)=O 1-(5-Fluoropentyl)-N-(2-{3-[(methylcarbamoyl)amino]Phenyl}propan-2-yl)-1H-indazole-3-carboxamide